C(C)C(COC(CCCCC(=O)OCC(CCCC)CC)=O)CCCC.C(CCCCC(=O)OCC(CCCC)CC)(=O)OCC(CCCC)CC bis(2-ethylhexyl) adipate (bis(2-ethylhexyl))adipate